n-Dodecan CCCCCCCCCCCC